6-(methoxymethyl)-5-[7-methoxy-2-[[(3R)-1-[2-[tert-butyl(dimethyl)silyl]oxyethyl]-3-piperidyl]amino]oxazolo[4,5-b]pyridin-5-yl]-2,3-dihydro-benzofuran-4-ol COCC=1C=C2C(CCO2)=C(C1C1=CC(=C2C(=N1)N=C(O2)N[C@H]2CN(CCC2)CCO[Si](C)(C)C(C)(C)C)OC)O